C1(=CC=CC=C1)C=C (S)-1-phenylethene